Trans-2-(1,3-dithian-2-yl)-3,4-diphenyl-cyclobut-2-ene-1-carboxylic acid butyl ester C(CCC)OC(=O)[C@@H]1C(=C([C@H]1C1=CC=CC=C1)C1=CC=CC=C1)C1SCCCS1